C(C)OC(CC#N)OCC 3,3-diethoxypropanenitrile